O1N=CC2=C1CCC2 5,6-dihydro-4H-cyclopenta[d]isoxazole